BrC1=CC=C(C=C1)[C@H](C(F)(F)F)N(C(=O)C1CCS(CC1)(=O)=O)C (R)-N-(1-(4-bromophenyl)-2,2,2-trifluoroethyl)-N-methyltetrahydro-2H-thiopyran-4-carboxamide 1,1-dioxide